NC=1C2=C(N=CN1)N(C=C2F)[C@@H]2O[C@@H]([C@H]([C@H]2O)O)[C@@H]2OCC1=CC(=CC=C21)Cl (2R,3R,4S,5S)-2-(4-amino-5-fluoro-7H-pyrrolo[2,3-d]pyrimidin-7-yl)-5-((R)-5-chloro-1,3-dihydroisobenzofuran-1-yl)tetrahydrofuran-3,4-diol